CC(C)C1=CN=C(S1)C=1C=C(C(=O)N[C@H](C)C=2N=NC(=CC2)C(F)(F)F)C=C(C1)OC[C@H]1OCCC1 3-[5-(Propan-2-yl)-1,3-thiazol-2-yl]-5-[(2S)-tetrahydrofuran-2-ylmethoxy]-N-{(1R)-1-[6-(trifluoromethyl)pyridazin-3-yl]ethyl}benzamide